N-(1-(o-tolyl)cyclobutyl)pyrimidin-2-amine C1(=C(C=CC=C1)C1(CCC1)NC1=NC=CC=N1)C